4-cyano-4''-decyloxy-p-terphenyl C(#N)C1=CC=C(C=C1)C1=CC=C(C=C1)C1=CC=C(C=C1)OCCCCCCCCCC